1-((cis)-1-(tert-butoxycarbonyl)-3,3-difluorohexahydropyrrolo[3,4-b]pyrrol-5(1H)-yl)cyclopropanecarboxylic acid C(C)(C)(C)OC(=O)N1[C@@H]2[C@H](C(C1)(F)F)CN(C2)C2(CC2)C(=O)O